CNC=1N=C(C(=NC1C=1C2=C(C=NC1)N(C=N2)C)C(=O)N)NC2=CC(=C(C=C2)N2CCOCC2)C 5-(Methylamino)-6-(3-methylimidazo[4,5-c]pyridin-7-yl)-3-(3-methyl-4-morpholino-anilino)pyrazin-2-carboxamid